C(C1=CC=CC=C1)O[C@@H]1[C@H](O[C@@H]([C@H]([C@H]1OCC1=CC=CC=C1)OCC1=CC=CC=C1)C1=CC2=CC=CC=C2C=C1)COC(C1=CC=CC=C1)=O (2R,3R,4R,5R,6R)-3,4,5-tris(benzyloxy)-2-((benzoyloxy)methyl)-6-(naphthalen-2-yl)tetrahydro-2H-pyran